2-methyl-1-methylamino-propane-2-ol CC(CNC)(C)O